CS(=O)(=O)C=1C=C(C=CC1)C=1C2=C(N=C(N1)N1[C@@H](CCC1)C(=O)N)CCC2 (S)-1-(4-(3-(methylsulfonyl)phenyl)-6,7-dihydro-5H-cyclopenta[d]pyrimidin-2-yl)pyrrolidine-2-carboxamide